COC(=O)C=1C2=C(C(N(C1)C1CC(C1)(F)F)=O)C=NN2C2OCCN2 5-(3,3-Difluorocyclobutyl)-1-(oxazolidin-2-yl)-4-oxo-1H,4H,5H-pyrazolo[4,3-c]pyridine-7-carboxylic acid methyl ester